NC=1C(N(C=CC1)CC=1SC2=C(N1)C=C(C=C2)F)=O 3-amino-1-((5-fluorobenzo[d]thiazol-2-yl)methyl)pyridin-2(1H)-one